2-Chloro-N-[[6-[3-(5,5-dimethylpyrrolidin-2-yl)propylamino]-2-pyridyl]sulfonyl]-6-[3-[2-[1-(trifluoromethyl)cyclopropyl]ethoxy]pyrazol-1-yl]pyridine-3-carboxamide ClC1=NC(=CC=C1C(=O)NS(=O)(=O)C1=NC(=CC=C1)NCCCC1NC(CC1)(C)C)N1N=C(C=C1)OCCC1(CC1)C(F)(F)F